CC1=CNC2=NC=C(C=C21)C2=CC(=C1CCN(CC1=C2)C(CC2=CC(=NC=C2)C)=O)[C@H]2N(CCC2)C(=O)OC(C)(C)C tert-butyl (S)-2-(7-(3-methyl-1H-pyrrolo[2,3-b]pyridin-5-yl)-2-(2-(2-methylpyridin-4-yl) acetyl)-1,2,3,4-tetrahydroisoquinolin-5-yl)pyrrolidine-1-carboxylate